[Ru].N1=C(C=CC=C1)C1=NC=CC=C1 (2,2'-bipyridine) ruthenium